C(#N)C1(C(C1)C)NS(=O)(=O)C1=CC(=C2C=NN(C2=C1)CC1=CC=C(C=C1)OC)N1CCN(CC1)C(C(C)C)=O N-(1-cyano-2-methylcyclopropyl)-1-[(4-methoxyphenyl)methyl]-4-[4-(2-methyl-propanoyl)piperazin-1-yl]indazole-6-sulfonamide